(R)-2-(4-((1-ethylpyrrolidin-3-yl)amino)phthalazine-1-yl)-5-(trifluoromethyl)phenol C(C)N1C[C@@H](CC1)NC1=NN=C(C2=CC=CC=C12)C1=C(C=C(C=C1)C(F)(F)F)O